thiooctanoic acid S-(2-methyl-[1,3,2]dioxasilinan-2-ylpropyl) ester C[Si]1(OCCCO1)CCCSC(CCCCCCC)=O